C(C)(C)(C)OCCCCCC[SiH2]C 6-(t-butoxy)hexylmethylsilane